ETHYL OXAZOLE-2-CARBOXYLATE O1C(=NC=C1)C(=O)OCC